4-(furo[3,2-c]pyridin-4-yl)-N-(pyridin-3-yl)benzamide O1C=CC=2C(=NC=CC21)C2=CC=C(C(=O)NC=1C=NC=CC1)C=C2